N1N=NC(=C1)C1CN(CC1)C1=NN=C(O1)C=1C=NC(=NC1)NC1CC2=CC(=C(C=C2C1)F)F 5-(5-(3-(1H-1,2,3-triazol-4-yl)pyrrolidin-1-yl)-1,3,4-oxadiazol-2-yl)-N-(5,6-difluoro-2,3-dihydro-1H-inden-2-yl)pyrimidin-2-amine